C(OCCCCCBr)(OCCCCCCCCCC#C)=O 5-bromopentyl undec-10-yn-1-yl carbonate